C1(CC1)C=1C=C(C=2N(C1)C=C(N2)CN2C(C1=CC=CC=C1C2=O)=O)C2(CCN(CC2)C)F 2-((6-cyclopropyl-8-(4-fluoro-1-methylpiperidin-4-yl)imidazo[1,2-a]pyridin-2-yl)methyl)isoindoline-1,3-dione